(R)-ethyl 2-(2-((6-(1-aminoisoquinolin-7-yl)-2,3-dihydro-1H-inden-1-yl)oxy)-6-cyanophenyl)acetate NC1=NC=CC2=CC=C(C=C12)C1=CC=C2CC[C@H](C2=C1)OC1=C(C(=CC=C1)C#N)CC(=O)OCC